4-benzoyl-N-(4-nitrophenyl)piperazine-1-thiocarboxamide C(C1=CC=CC=C1)(=O)N1CCN(CC1)C(NC1=CC=C(C=C1)[N+](=O)[O-])=S